O1CCN(CC1)C1=CC(=NC=N1)N[C@H]1CN(CCC1)C=1C=C(C=CC1)O (R)-3-(3-((6-Morpholinopyrimidin-4-yl)amino)piperidin-1-yl)phenol